FC1=C(C=CC=C1F)CN1C(CCC1=O)CC(=O)NCC 2-[1-[(2,3-difluorophenyl)methyl]-5-oxopyrrolidin-2-yl]-N-ethylacetamide